(3-((5-(3,5-dimethylisoxazol-4-yl)pyridin-2-yl)methyl)-1,2,3-oxadiazol-3-ium-5-yl)((6-(trifluoromethyl)pyridin-2-yl)carbamoyl)amide CC1=NOC(=C1C=1C=CC(=NC1)C[N+]1=NOC(=C1)[N-]C(NC1=NC(=CC=C1)C(F)(F)F)=O)C